Palladium iodid [Pd](I)I